4-(quinolin-3-ylcarbamoyl)-3,4-dihydronaphthalene-2,2(1H)-dicarboxylic acid diethyl ester C(C)OC(=O)C1(CC2=CC=CC=C2C(C1)C(NC=1C=NC2=CC=CC=C2C1)=O)C(=O)OCC